(R)-(4-((1-(3-amino-5-(trifluoromethyl)phenyl)ethyl)amino)-6-(ethylamino)-2-methylquinazolin-7-yl)(morpholino)methanone NC=1C=C(C=C(C1)C(F)(F)F)[C@@H](C)NC1=NC(=NC2=CC(=C(C=C12)NCC)C(=O)N1CCOCC1)C